4-{2-[5-(propan-2-yloxy)-1H-indazol-3-yl]pyrimidin-4-yl}-1,3-thiazole CC(C)OC=1C=C2C(=NNC2=CC1)C1=NC=CC(=N1)C=1N=CSC1